ClC1=C(C=C2C(=CNC2=C1C1=NC=CC=N1)S(=O)(=O)Cl)F 6-chloro-5-fluoro-7-pyrimidin-2-yl-1H-indole-3-sulfonyl chloride